BrC=1C=CC(=C(C1)S(=O)(C)=NC(OC(C)(C)C)=O)F tert-butyl ((5-bromo-2-fluorophenyl)(methyl)(oxo)-λ6-sulfaneylidene)carbamate